Hexane-2,3-dicarboxylic acid CC(C(CCC)C(=O)O)C(=O)O